BrC=1C=C2C(C(NC2=CC1)=O)=NN=C1SCC(N1C1=CC(=CC=C1)Cl)=O 5-bromo-3-(2-(3-(3-chlorophenyl)-4-oxothiazolidin-2-ylidene)hydrazono)indol-2-one